5-[4-[2-(4-chlorophenyl)ethynyl]phenyl]-5-[2-(2-hydroxyacetyl)-2,7-diazaspiro[3.5]nonan-7-yl]hexahydropyrimidine-2,4,6-trione ClC1=CC=C(C=C1)C#CC1=CC=C(C=C1)C1(C(NC(NC1=O)=O)=O)N1CCC2(CN(C2)C(CO)=O)CC1